5-(Benzyloxy)-2-iodoaniline hydrochloride Cl.C(C1=CC=CC=C1)OC=1C=CC(=C(N)C1)I